S1C2=C(C=C1)C(=CC=C2)N2CCC(CC2)CC2(CC1=C(N=C(S1)N)CC2)N 6-((1-(benzo[b]thiophen-4-yl)piperidin-4-yl)methyl)-4,5,6,7-tetrahydrobenzo[D]thiazol-2,6-diamine